6-methoxy-1-methyl-2-(piperazine-1-carbonyl)-1H-indole-3-carbaldehyde hydrochloride Cl.COC1=CC=C2C(=C(N(C2=C1)C)C(=O)N1CCNCC1)C=O